2-chloro-6-methyl-N-[2-(2-methylphenyl)ethyl]benzene-1-sulfonamide ClC1=C(C(=CC=C1)C)S(=O)(=O)NCCC1=C(C=CC=C1)C